The molecule is an organic sodium salt having 7-phenyl-5-(4-sulfonatoanilino)benzo[a]phenazin-7-ium-3-sulfonate as the couterion. It has a role as a histological dye. It contains an azocarmine G(1-). C1=CC=C(C=C1)[N+]2=C3C=C(C4=C(C3=NC5=CC=CC=C52)C=CC(=C4)S(=O)(=O)[O-])NC6=CC=C(C=C6)S(=O)(=O)[O-].[Na+]